formaldehyde-d C(=O)[2H]